2-(1-(4-((2,6-dioxopiperidin-3-yl)amino)-2,6-difluorophenyl)-4-hydroxypiperidin-4-yl)acetic acid O=C1NC(CCC1NC1=CC(=C(C(=C1)F)N1CCC(CC1)(O)CC(=O)O)F)=O